3-(4-(7-(4-Chlorophenyl)-2,7-diazaspiro[3.5]nonan-2-yl)-3-methyl-2-oxo-2,3-dihydro-1H-benzo[d]imidazol-1-yl)piperidine-2,6-dione ClC1=CC=C(C=C1)N1CCC2(CN(C2)C2=CC=CC=3N(C(N(C32)C)=O)C3C(NC(CC3)=O)=O)CC1